ClC1=C(C=CC=C1NC(=O)C=1N(C2=C(CNCC2)N1)C)C1=C(C(=CC=C1)NC=1C2=C(N=CN1)C=C(C=N2)CN2C[C@@H](CC2)O)C (R)-N-(2-chloro-3'-(7-((3-hydroxypyrrolidin-1-yl)methyl)pyrido[3,2-d]pyrimidin-4-ylamino)-2'-methylbiphenyl-3-yl)-1-methyl-4,5,6,7-tetrahydro-1H-imidazo[4,5-c]pyridine-2-carboxamide